hexa(p-isocyanatophenoxy)cyclotriphosphazene N(=C=O)C1=CC=C(OP2(=NP(=NP(=N2)(OC2=CC=C(C=C2)N=C=O)OC2=CC=C(C=C2)N=C=O)(OC2=CC=C(C=C2)N=C=O)OC2=CC=C(C=C2)N=C=O)OC2=CC=C(C=C2)N=C=O)C=C1